COC(=O)C=1C(=CC(=C(C1)F)N1CC(C1)N1CCN(CC1)C1CCC(CC1)N1N=C(C=2C1=NC=NC2N)C2=CC=C(C=C2)OC2=CC=CC=C2)C(=O)OC 4-(3-(4-((1r,4r)-4-(4-amino-3-(4-phenoxyphenyl)-1H-pyrazolo[3,4-d]pyrimidine-1-yl)cyclohexyl)piperazin-1-yl)azetidin-1-yl)-5-fluorobenzene-1,2-dicarboxylic acid dimethyl ester